ClC1=C(C(=C(C2=CC=CC=C12)Cl)C)C 1,4-dichlorodimethylnaphthalene